[6-(5-Cyclopropyl-4H-1,2,4-triazol-3-yl)-2-azaspiro[3.3]heptan-2-yl]-[3-[4-(3,5-dimethylpyrazol-1-yl)phenyl]azetidin-1-yl]methanone C1(CC1)C=1NC(=NN1)C1CC2(CN(C2)C(=O)N2CC(C2)C2=CC=C(C=C2)N2N=C(C=C2C)C)C1